ClC1=NC=C(C(=C1)NCC[C@H](C)OC1=C(C(=NN1C)C)C1=NC=CC(=N1)N)C1=NC=C(N=C1)S(=O)(=O)C (S)-2-(5-((4-((2-chloro-5-(5-(methylsulfonyl)pyrazin-2-yl)pyridin-4-yl)amino)butan-2-yl)oxy)-1,3-dimethyl-1H-pyrazol-4-yl)pyrimidin-4-amine